1-((7-(3-((3R,5r,7r)-adamantan-1-yl)-4-methoxyphenyl)naphthalen-2-yl)methyl)-1H-indole C12(CC3CC(CC(C1)C3)C2)C=2C=C(C=CC2OC)C2=CC=C3C=CC(=CC3=C2)CN2C=CC3=CC=CC=C23